C(C(CCCCCCCCO)O)O 1,2,10-decanetriol